6-(1-methyl-1H-pyrazol-4-yl)benzofuran-3(2H)-one CN1N=CC(=C1)C1=CC2=C(C(CO2)=O)C=C1